O(CCCCC)C1=CC(OC)=C2C=3[C@@]45[C@@H](O2)[C@@H](O)C=C[C@H]4[C@@H](CC13)N(C)CC5 amoxycodeine